OC1=CC=C(C=C1)C(C=CC1=CC(=CC=C1)OC)=O 1-(4-Hydroxyphenyl)-3-(3-methoxyphenyl)prop-2-en-1-one